2-ethyl-spiro[6,7-dihydrothieno[3,2-c]pyran-4,4'-piperidine] C(C)C1=CC2=C(CCOC23CCNCC3)S1